4-((3-(2-Cyclopropyloxazol-4-yl)phenyl)((4-(4-methoxy-3-methylphenyl)bicyclo[2.2.2]octan-1-yl)methyl)carbamoyl)cyclohexyl trans-(2-hydroxyethyl)carbamate OCCNC(OC1CCC(CC1)C(N(CC12CCC(CC1)(CC2)C2=CC(=C(C=C2)OC)C)C2=CC(=CC=C2)C=2N=C(OC2)C2CC2)=O)=O